3-chloro-1-(4-fluoro-2-(((4-methoxybenzyl)oxy)methyl)phenyl)-1H-pyrazol ClC1=NN(C=C1)C1=C(C=C(C=C1)F)COCC1=CC=C(C=C1)OC